2-(dicyclohexylphosphino)-3,6-dimethoxy-2',4',6'-triisopropyl-1,1-biphenyl C1(CCCCC1)P(C1=C(C(=CC=C1OC)OC)C1=C(C=C(C=C1C(C)C)C(C)C)C(C)C)C1CCCCC1